Ethyl (R)-1-((4-(ethyl(propyl)carbamoyl)phenyl)sulfonyl)piperidine-3-carboxylate C(C)N(C(=O)C1=CC=C(C=C1)S(=O)(=O)N1C[C@@H](CCC1)C(=O)OCC)CCC